C(C1=CC=CC=C1)(=O)OCC1=NC(=C2N=CN(C2=N1)[C@H]1[C@H](O)[C@H](O[Si](C)(C)C(C)(C)C)[C@H](O1)COC(C1=CC=CC=C1)(C1=CC=C(C=C1)OC)C1=CC=C(C=C1)OC)Cl 2-[(Benzoyloxy)methyl]-9-{5-O-[bis(4-methoxyphenyl)(phenyl)methyl]-3-O-[tert-butyl(dimethyl)silyl]-β-D-ribofuranosyl}-6-chloro-9H-purine